BrC1=C(C=C(C=C1F)[C@@H](C(F)(F)F)N)F (S)-1-(4-bromo-3,5-difluorophenyl)-2,2,2-trifluoroethanamine